CC1=CC=CC=2N1N=C(C2)[C@H]2N(CCC1=C2N=CN1)C=1OC(=NN1)C1=NC=CC=C1 (S)-2-(4-(7-methylpyrazolo[1,5-a]pyridin-2-yl)-6,7-dihydro-1H-imidazo[4,5-c]pyridin-5(4H)-yl)-5-(pyridin-2-yl)-1,3,4-oxadiazole